ClC=1C=CC(=C(C1)C1=CC(=NC=C1F)OC)N1N=NC(=C1)Cl 4-(5-Chloro-2-(4-chloro-1H-1,2,3-triazol-1-yl)phenyl)-5-fluoro-2-methoxypyridine